5-(4-(3-amino-5-ethynylpyridin-4-yl)-2-chloro-5-fluorobenzamido)-3-chloro-N-(1-cyanoethyl)picolinamide NC=1C=NC=C(C1C1=CC(=C(C(=O)NC=2C=C(C(=NC2)C(=O)NC(C)C#N)Cl)C=C1F)Cl)C#C